N[C@]1(CN(C[C@@H]1CCCB(O)O)CC1=CC=NC2=CC=CC=C12)C(=O)O (3R,4S)-3-amino-4-(3-boronopropyl)-1-(quinolin-4-ylmethyl)pyrrolidine-3-carboxylic acid